4-(tributylstannyl)-thiazole C(CCC)[Sn](C=1N=CSC1)(CCCC)CCCC